(2,5-dioxopyrrolidin-1-yl) 3-[2-[2-[2-[2-[3-(2,5-dioxopyrrol-1-yl)propanoylamino]ethoxy]ethoxy]ethoxy]ethoxy]propanoate O=C1N(C(C=C1)=O)CCC(=O)NCCOCCOCCOCCOCCC(=O)ON1C(CCC1=O)=O